1,4-bis(bromoethanoyloxy)-2-butene BrCC(=O)OCC=CCOC(CBr)=O